C(C)(C)(C)C=1N(C=CN1)CC1=CC=C(C=C1)C1=C(SC(=C1)CC(C)C)S(=O)(=O)N (e)-3-(4-((2-(tert-butyl)-1H-imidazol-1-yl)methyl)phenyl)-5-isobutylthiophene-2-sulfonamide